2-chloro-8-(4-(1-isopropyl-4-(trifluoromethyl)-1H-imidazol-2-yl)benzyl)-7,8-dihydro-5,7-methanopyrido[2,3-d]pyrimidin-5(6H)-ol ClC=1N=CC2=C(N1)N(C1CC2(C1)O)CC1=CC=C(C=C1)C=1N(C=C(N1)C(F)(F)F)C(C)C